1-stearoyl-2-myristoyl-sn-glycerol C(CCCCCCCCCCCCCCCCC)(=O)OC[C@@H](OC(CCCCCCCCCCCCC)=O)CO